1-(4-phenyl-1H-1,2,3-triazol-1-yl)cyclobutane-1-carboxylate C1(=CC=CC=C1)C=1N=NN(C1)C1(CCC1)C(=O)[O-]